(2R,3R,4R,5R)-2-(acetoxymethyl)-5-(6-bromo-2-chloro-9H-purin-9-yl)tetrahydrofuran-3,4-diyldiacetate C(C)(=O)OC[C@@H]1O[C@H]([C@@H]([C@H]1CC(=O)[O-])CC(=O)[O-])N1C2=NC(=NC(=C2N=C1)Br)Cl